CC(C)(C)C1=NC(=C2C(=N1)N(N=C2)C)N2CC1=C(CC2)N=C(S1)N 5-[6-(1,1-dimethylethyl)-1-methyl-1H-pyrazolo[3,4-d]pyrimidin-4-yl]-4,5,6,7-tetrahydro-thiazolo[5,4-c]pyridin-2-amine